COC=1C(=CC2=CN(N=C2C1)C1CCC2(COCC(N2C)=O)CC1)C(=O)O 6-methoxy-2-(1-methyl-2-oxo-4-oxa-1-azaspiro[5.5]undecan-9-yl)-2H-indazole-5-carboxylic acid